C(C)(=O)NC=1C(=C(C(=O)O)C(=CC1)C1=NC=CC=N1)F 3-acetamido-2-fluoro-6-(pyrimidin-2-yl)benzoic Acid